heptadecenetriamine C(C=CCCCCCCCCCCCCCC)(N)(N)N